C1(=CC=CC=C1)S(=O)(=O)O.NC[C@H](C1=CC(=CC=C1)Cl)NC(=O)C=1N=CN(C1)C1=NC(=NC=C1C)NC1CCOCC1 (S)-N-(2-amino-1-(3-chlorophenyl)ethyl)-1-(5-methyl-2-((tetrahydro-2H-pyran-4-yl)amino)-pyrimidin-4-yl)-1H-imidazole-4-carboxamide benzenesulfonic acid salt